(3,5-difluoro-4-((7-(2-methoxyethoxy)-1,5-naphthyridin-4-yl)oxy)phenyl)-4-methoxypyridine-3-carboxamide FC=1C=C(C=C(C1OC1=CC=NC2=CC(=CN=C12)OCCOC)F)C1=NC=CC(=C1C(=O)N)OC